C1(=CC=CC=C1)C(CCCCCCC(C)C)P(O)(O)(O)CCCCCCCC(C)C.P(OC1=CC=CC=C1)(OCCCCCCCC(C)C)OCCCCCCCC(C)C Phenyl diisodecyl phosphite (phenyl diisodecyl phosphite)